[C@@H]12N(C[C@@H](NC1)CC2)C2=NC(=NC1=C(C(=C(C=C21)F)C2=CC(=CC1=CC=CC=C21)O)F)OCC2(CC2)CN(C)C 4-(4-((1S,4S)-2,5-diazabicyclo[2.2.2]octan-2-yl)-2-((1-((dimethylamino)methyl)cyclopropyl)methoxy)-6,8-difluoroquinazolin-7-yl)naphthalen-2-ol